CC1(COC=2C1=NC(=CC2CNCC2(CCC2)C)C(=O)NC2=CC(=CC=C2)C2(CC(C2)CC#N)C2=NN=CN2C)C 3,3-dimethyl-7-({[(1-methylcyclobutyl)methyl]amino}methyl)-N-{3-[(1s,3s)-3-(cyanomethyl)-1-(4-methyl-1,2,4-triazol-3-yl)cyclobutyl]phenyl}-2H-furo[3,2-b]pyridine-5-carboxamide